C(C)(C)(C)OC(=O)N(C(OC(C)(C)C)=O)C1=NC(=C(C(=N1)Cl)C)C1=C(C=CC=C1C)OC(C)C tert-butyl N-tert-butoxycarbonyl-N-[4-chloro-6-(2-isopropoxy-6-methyl-phenyl)-5-methyl-pyrimidin-2-yl]carbamate